COC(=O)C1=C(C=CC=C1)[S+](C1=CC=CC=C1)C methoxycarbonyl-methyldiphenylsulfonium